(2E)-2-(methoxyimino)-N-methyl-2-{2-[(E)-({1-[3-(trifluoromethyl)phenyl]ethoxy}imino)methyl]phenyl}ethanamide CO\N=C(\C(=O)NC)/C1=C(C=CC=C1)/C=N/OC(C)C1=CC(=CC=C1)C(F)(F)F